O=C1NC(CC[C@@H]1N1C(C2=CC=C(C=C2C1)C(=O)N[C@@H](C(F)(F)F)C1=CC=CC=C1)=O)=O 2-((S)-2,6-dioxopiperidin-3-yl)-1-oxo-N-((R)-2,2,2-trifluoro-1-phenylethyl)isoindoline-5-carboxamide